(3S)-1-(2-aminoethyl)-3-pyrrolidinol NCCN1C[C@H](CC1)O